1-heptyl-2-butylpyrrolium acetate C(C)(=O)[O-].C(CCCCCC)[NH+]1C(=CC=C1)CCCC